1-[3-chloro-4-(trifluoromethyl)phenyl]-3-[(1S)-1-[3-(5-cyano-2-pyridyl)pyrazin-2-yl]ethyl]urea ClC=1C=C(C=CC1C(F)(F)F)NC(=O)N[C@@H](C)C1=NC=CN=C1C1=NC=C(C=C1)C#N